(+)-(1R,2R,4S)-1,3,3-trimethylbicyclo[2.2.1]heptan-2-ol C[C@@]12[C@H](C([C@@H](CC1)C2)(C)C)O